C(#N)C1=CNC2=C(C=CC(=C12)CC)C=1N=C(SC1)S(=O)(=O)N (3-cyano-4-ethyl-1H-indol-7-yl)-1,3-thiazole-2-sulfonamide